4-methyl-4-(t-pentylperoxy)-2-pentanol CC(CC(C)O)(C)OOC(C)(C)CC